1,6-bis-(t-butylperoxy)hexane C(C)(C)(C)OOCCCCCCOOC(C)(C)C